6-amino-7-ethoxy-2-ethyl-4-((tetrahydro-2H-pyran-4-yl)amino)quinoline-3-carbonitrile NC=1C=C2C(=C(C(=NC2=CC1OCC)CC)C#N)NC1CCOCC1